ClC1=C(C#N)C(=CC=N1)NC=1C=NC=2N(C(C=C(C2C1)N[C@H](C)C1CC1)=O)C (R)-2-Chloro-4-((5-((1-cyclopropylethyl)amino)-8-methyl-7-oxo-7,8-dihydro-1,8-naphthyridin-3-yl)amino)nicotinonitril